(2R,3R,4R)-2-(2-(Furan-2-yl)-6-((3-iodobenzyl)amino)-8-(phenylethynyl)-9H-purin-9-yl)tetrahydrofuran-3,4-diol O1C(=CC=C1)C1=NC(=C2N=C(N(C2=N1)[C@@H]1OC[C@H]([C@H]1O)O)C#CC1=CC=CC=C1)NCC1=CC(=CC=C1)I